ClC=1C=C(C=C(C1)F)[C@H]1[C@@H](CN(CC1)C(=O)C=1C=2N(C=CC1)C=NC2)[N+](=O)[O-] ((3S,4S)-4-(3-chloro-5-fluorophenyl)-3-nitropiperidin-1-yl)(imidazo[1,5-a]pyridin-8-yl)methanone